2,5-dihydroxy phenylenediamine tert-butyl N-[2-[[3-[[2-(3-carbamimidoylphenyl)-1-(6-methoxy-1,3-benzothiazol-2-yl)ethyl]sulfamoyl]benzoyl]-methyl-amino]ethyl]carbamate C(N)(=N)C=1C=C(C=CC1)CC(C=1SC2=C(N1)C=CC(=C2)OC)NS(=O)(=O)C=2C=C(C(=O)N(CCNC(OC(C)(C)C)=O)C)C=CC2.OC2(C(C=C(C=C2)O)N)N